4-(trifluoromethoxy)phenyl (5R)-3,3-difluoro-5-(5-methyl-1,1-dioxo-1λ6,2-thiazolidin-2-yl)piperidine-1-carboxylate FC1(CN(C[C@@H](C1)N1S(C(CC1)C)(=O)=O)C(=O)OC1=CC=C(C=C1)OC(F)(F)F)F